ClC=1C=C2C=NN(C2=C(C1)C(=O)O)CC=1C=NC(=NC1)C1CC1 5-chloro-1-((2-cyclopropylpyrimidin-5-yl)methyl)-1H-indazole-7-carboxylic acid